N1C(=C(C([2H])[2H])C2=CC=CC=C12)[2H] Skatole-d3